N1C=CC2=CC=C(C=C12)C1=NN2C(CN(CC2)CC=C)=C1C1=CC=NC=C1 1-[2-(1H-indol-6-yl)-3-(pyridin-4-yl)-6,7-dihydropyrazolo[1,5-a]pyrazin-5(4H)-yl]prop-2-en